3-[3,3-di(cyclobutyl)propoxylpyrazol-1-yl]-N-[[6-[3-[(3S)-5,5-dimethylpyrrolidin-3-yl]propylamino]-2-pyridyl]sulfonyl]pyridine-3-carboxamide C1(CCC1)C(CCOC1=NN(C=C1)C1(CN=CC=C1)C(=O)NS(=O)(=O)C1=NC(=CC=C1)NCCC[C@@H]1CNC(C1)(C)C)C1CCC1